N[C@H]1CN(CCC1)C(=O)C1=CC2=C(N(C(=N2)C2=CC=3C(=NC(=CC3)N(S(=O)(=O)C3CC3)C)N2CC2CC2)C)C(=C1)OC (R)-N-(2-(5-(3-aminopiperidine-1-carbonyl)-7-methoxy-1-methyl-1H-benzo[d]imidazol-2-yl)-1-(cyclopropylmethyl)-1H-pyrrolo[2,3-b]pyridin-6-yl)-N-methylcyclopropanesulfonamide